3-thiapyran O1CSCC=C1